OC[C@H](C1=CC=CC=C1)NC1=CC(=NC=C1C1=NC(=NO1)C12CCN(CC1)CC2)NC2=CC=C1C(N3N(C1=C2)C(C=CC3)=O)=O (S)-3-((4-((2-hydroxy-1-phenylethyl)amino)-5-(3-(quinuclidin-4-yl)-1,2,4-oxadiazol-5-yl)pyridin-2-yl)amino)-11H-pyridazino[1,2-a]indazole-6,11(9H)-dione